8-chloro-7-((2-methoxypyridin-4-yl)oxy)-2-(1-((1-methylpiperidin-4-yl)methyl)-1H-pyrazol-4-yl)quinoxaline ClC=1C(=CC=C2N=CC(=NC12)C=1C=NN(C1)CC1CCN(CC1)C)OC1=CC(=NC=C1)OC